FC1=C(C=CC=C1F)[C@@H](C)N (R)-(+)-1-(2,3-difluorophenyl)ethylamine